C(\C=C\C=1C(=CC=CC1)O)(=O)O ortho-coumaric acid